Cl.C1NCCC12C(NC(CC2)=O)=O 2,7-diazaspiro[4.5]decane-6,8-dione hydrochloride